C1(CCCCCC1)CCN1CC2=CC=CC=C2CC1=O 2-(2-cycloheptylethyl)-1,4-dihydroisoquinolin-3(2H)-one